BrC1=NN(C(=C1)CC(C)C)C1=CC(=CC(=C1)OC)OCC 3-Bromo-1-(3-ethoxy-5-methoxyphenyl)-5-isobutylpyrazole